4-[6-[(2-fluoro-4-pyridyl)amino]-1,3-benzothiazol-2-yl]-4-azatricyclo[5.2.1.02,6]dec-8-ene-3,5-dione FC1=NC=CC(=C1)NC1=CC2=C(N=C(S2)N2C(C3C4C=CC(C3C2=O)C4)=O)C=C1